(((1,3-diphenyl-1H-pyrazol-4-yl) methyl) amino) isonicotinate methyl-(methyl-3-(((1,3-diphenyl-1H-pyrazol-4-yl)methyl)amino)isonicotinate) COC(C1=C(C(=NC=C1)C)NCC=1C(=NN(C1)C1=CC=CC=C1)C1=CC=CC=C1)=O.C(C1=CC=NC=C1)(=O)ONCC=1C(=NN(C1)C1=CC=CC=C1)C1=CC=CC=C1